4,4,4-trifluoro-2-(trifluoromethyl)-1-butene FC(CC(=C)C(F)(F)F)(F)F